3-((3-(4-(3-((2-(dinonylamino)ethyl)(nonyl)amino)propanoyl)piperazin-1-yl)-3-oxopropyl)(nonyl)amino)propyl hexanoate C(CCCCC)(=O)OCCCN(CCCCCCCCC)CCC(=O)N1CCN(CC1)C(CCN(CCCCCCCCC)CCN(CCCCCCCCC)CCCCCCCCC)=O